[4-[2-(4-piperidyl)-3H-imidazo[4,5-b]pyridin-7-yl]-1-piperidyl]methanone N1CCC(CC1)C1=NC=2C(=NC=CC2C2CCN(CC2)C=O)N1